C(C)(C)(C)OC(=O)N[C@H](C(=O)O)[C@H](C)OC (2S,3S)-2-(tert-butoxycarbonylamino)-3-methoxy-butanoic acid